BrC1=C(C=CC(=C1F)Cl)F 2-bromo-4-chloro-1,3-difluorobenzene